1-(2-(4-Amino-1-(tert-butyl)-1H-pyrazolo[3,4-d]pyrimidin-3-yl)-1H-indol-6-yl)propan-1-ol NC1=C2C(=NC=N1)N(N=C2C=2NC1=CC(=CC=C1C2)C(CC)O)C(C)(C)C